tert-butyl 6-(5-hydroxypyrazine-2-carbonyl)-8-((((6-(4-(trifluoromethyl)phenyl)pyridin-2-yl)methyl)sulfonyl)methyl)-2,6-diazaspiro[3.4]octane-2-carboxylate OC=1N=CC(=NC1)C(=O)N1CC2(CN(C2)C(=O)OC(C)(C)C)C(C1)CS(=O)(=O)CC1=NC(=CC=C1)C1=CC=C(C=C1)C(F)(F)F